2,4-diphenylsulfonylphenol C1(=CC=CC=C1)S(=O)(=O)C1=C(C=CC(=C1)S(=O)(=O)C1=CC=CC=C1)O